C(C)(C)N1N2C(C=CC1=O)=CC=C2 1-isopropyl-2-oxo-1,2-dihydropyrrolo[1,2-b]pyridazin